C(C)(C)C(C(=O)O)(O)CC(=O)O.NC1=NC=C(C2=C1C(=NN2C(C)C)C2=CC(=C(C=C2)NS(=O)(=O)CC2=C(C=CC=C2)Cl)F)C2=CC[C@@H](CC2)NCCOC N-(4-(4-amino-1-isopropyl-7-(4(R)-((2-methoxyethyl)amino)cyclohex-1-en-1-yl)-1H-pyrazolo[4,3-c]pyridin-3-yl)-2-fluorophenyl)-1-(2-chlorophenyl)methanesulfonamide 2-isopropylmalate